4-Ethyl-6-[[(3R)-1-ethyl-3-piperidyl]-amino]-3-[2-hydroxy-4-(trifluoromethyl)-phenyl]-1,2,4-triazin-5-one C(C)N1C(=NN=C(C1=O)N[C@H]1CN(CCC1)CC)C1=C(C=C(C=C1)C(F)(F)F)O